4-trifluoroacetamido-3-hydroxy-N,N-dimethyl-5-nitrobenzamide FC(C(=O)NC1=C(C=C(C(=O)N(C)C)C=C1[N+](=O)[O-])O)(F)F